OC1=C(C(=O)OCC(=O)O[C@@H]2C[C@]([C@H](C[C@]34[C@H]([C@]2(CC[C@H]4C)C)C(CC3)=O)O)(C=C)C)C=CC=C1 2-(((3aR,5S,6S,8R,9R,9aR,12R)-5-hydroxy-6,9,12-trimethyl-1-oxo-6-vinyldecahydro-3a,9-propanocyclopenta[8]annulen-8-yl)oxy)-2-oxoethyl 2-hydroxybenzoate